N1N=CC2=C(C=CC=C12)CN1N=CC2=C(N(C=3C=C(C=CC23)CC2=NN(C=C2)C)C)C1=O 3-((1H-indazol-4-yl)methyl)-5-methyl-7-((1-methyl-1H-pyrazol-3-yl)methyl)-3,5-dihydro-4H-pyridazino[4,5-b]indol-4-one